C(#C)C1=C(C=CC=C1)O (ethynyl)phenol